p-tolylsulfanyl-cyclooctane C1(=CC=C(C=C1)SC1CCCCCCC1)C